Cl.O1CCC2=C1C=C(C=C2)[C@H](C)N2CCN(CC2)C=2SC=1C(NCCC1N2)=O 2-{4-[(1S)-1-(2,3-dihydro-1-benzofuran-6-yl)ethyl]piperazin-1-yl}-4H,5H,6H,7H-[1,3]thiazolo[5,4-c]pyridin-4-one, mono-hydrochloride